tert-Butyl (5-chloro-2-formyl-3-methylthieno[3,2-b]pyridin-7-yl)(furan-2-ylmethyl)carbamate ClC1=CC(=C2C(=N1)C(=C(S2)C=O)C)N(C(OC(C)(C)C)=O)CC=2OC=CC2